C[C@]12CCCCC1CC[C@@H]3[C@@H]2CC[C@]4([C@H]3CC=C4C(=O)CO)C hydroxypregnenone